(4-amino-2-pyridyl)pyridin-4-amine NC1=CC(=NC=C1)C1=NC=CC(=C1)N